NC1=NC=NC=2N(C3=CC=C(C=C3C21)C(F)(F)F)CC(=O)N2[C@@H]1C[C@@H]1C[C@H]2C(=O)NC2=NC(=CN=C2)Br (1R,3S,5R)-2-(2-(4-amino-6-(trifluoromethyl)-9H-pyrimido[4,5-b]indol-9-yl)acetyl)-N-(6-bromopyrazin-2-yl)-2-azabicyclo[3.1.0]hexane-3-carboxamide